2-amino-1-(3-hydroxy-2,6-dimethyl-phenyl)-5,6-dimethyl-pyrrolo[2,3-b]Pyridine NC1=CC=2C(=NC(=C(C2)C)C)N1C1=C(C(=CC=C1C)O)C